N-((6-(4-methylpiperazin-1-yl)pyridin-3-yl)methyl)-4,9-dioxo-4,9-dihydrothiazolo[5,4-g]isoquinoline-2-carboxamide CN1CCN(CC1)C1=CC=C(C=N1)CNC(=O)C=1SC=2C(C=3C=CN=CC3C(C2N1)=O)=O